COC(CCC(NC[C@@H](NC(OCC[Si](C)(C)C)=O)CCO)=O)=O Methyl-(8S)-8-(2-hydroxyethyl)-2,2-dimethyl-6,11-dioxo-5-oxa-7,10-diaza-2-silatetradecane-14-oate